CC1(OB(OC1(C)C)C1=CC2=C(OCCN2C(=O)OC(C)C)C=C1)C isopropyl 6-(4,4,5,5-tetramethyl-1,3,2-dioxaborolan-2-yl)-2,3-dihydro-4H-benzo[b][1,4]oxazine-4-carboxylate